N[C@@H]1C[C@H](CC1)C(=O)N1CCN(CC1)C(=O)C1=C(C=C(C=C1)NC=1C=2N(C=CN1)C(=CN2)C=2C(=NN(C2)CC(F)F)C(F)(F)F)Cl (4-((1S,3S)-3-aminocyclopentane-1-carbonyl)piperazin-1-yl)(2-chloro-4-((3-(1-(2,2-difluoroethyl)-3-(trifluoromethyl)-1H-pyrazol-4-yl)imidazo[1,2-a]pyrazin-8-yl)amino)phenyl)methanone